C(CC)NCC propyl-ethylamine